P(=O)(O)(OC1=C(C(=CC(=C1)C1=CC(=C2C=NC(=NC2=C1)N)F)OP(=O)(O)[O-])C(C)C)[O-] 5-(2-amino-5-fluoroquinazolin-7-yl)-2-isopropyl-1,3-phenylene bis(hydrogen phosphate)